[Cl-].C1(=CC=CC=C1)N1N=[NH+]C=N1 3-phenyltetrazolium chloride